C(C)(C)(C)OC(NC1CCC(CC1)N1C2=NC(=NC=C2N=C1NC1=CC(=CC=C1)Cl)NC1(CCOCC1)C)=O ((1S,4S)-4-(8-((3-chlorophenyl)amino)-2-((4-methyltetrahydro-2H-pyran-4-yl)amino)-9H-purin-9-yl)cyclohexyl)carbamic acid tert-butyl ester